2-[3-fluoro-4-(4,4,5,5-tetramethyl-1,3,2-dioxaborolan-2-yl)phenyl]acetonitrile FC=1C=C(C=CC1B1OC(C(O1)(C)C)(C)C)CC#N